FC1=CC(=C(C=C1)N[C@H](C)C=1C=C(C=C2C(N(C(=NC12)N1CCOCC1)C)=O)C)N1CCC(CC1)O (R)-8-(1-((4-fluoro-2-(4-hydroxypiperidin-1-yl)phenyl)amino)ethyl)-3,6-dimethyl-2-morpholinoquinazolin-4(3H)-one